C(C1=CC=CC=C1)N1C(C(=CC1=O)NCCNC(OC(C)(C)C)=O)(C)C tert-butyl (2-((1-benzyl-2,2-dimethyl-5-oxo-2,5-dihydro-1H-pyrrol-3-yl)amino)ethyl)carbamate